C(C)N1C(OCC2=C1N=CN=C2)=O 1-ethyl-4H-pyrimido[4,5-d][1,3]Oxazin-2-one